FC1=CC=C(C=C1)C=1C(C(=CN(C1)C(C)C)C(=O)N)=O 5-(4-fluorophenyl)-1-isopropyl-4-oxo-1,4-dihydropyridine-3-carboxamide